[N+](=O)([O-])C=1C=C2C(OCC2=CC1)=O 5-nitro-3-oxoisobenzofuran